CN(C(OC1=C(C=C2C(=C(C(OC2=C1)=O)CC1=C(C(=CC=C1)NS(NC)(=O)=O)Cl)CN(C)C)Cl)=O)C 6-chloro-3-(2-chloro-3-((N-methylsulfamoyl)amino)benzyl)-4-((dimethylamino)methyl)-2-oxo-2H-chromen-7-yl dimethylcarbamate